C(\C=C/C(=O)O)(=O)O.C(C)(C)N1C(N(C(C(=C1)C(=O)N)=O)C1=NC=CC=C1)=O 1-isopropyl-2,4-dioxo-3-(pyridin-2-yl)-1,2,3,4-tetrahydropyrimidine-5-carboxamide maleate